[Co](Cl)Cl.C1(=CC=CC=C1)[Si](C=1C=C(C=C(C1)[Si](C)(C)C1=CC=CC=C1)C1=NC2=C3N=CC=CC3=CC=C2C=C1)(C)C 3,5-bis(phenyldimethylsilyl)phenyl-1,10-phenanthroline cobalt dichloride